C(C)(C)(C)OC(C1=C(C=CC=C1)N[C@H](C)C=1C=C(C=C2C(C(=C(OC12)C1=CC=C(C=C1)OC[C@H]1N(CCC1)C)C)=O)C)=O 2-[[(1R)-1-[3,6-dimethyl-2-[4-[[(2S)-1-methylpyrrolidin-2-yl]methoxy]phenyl]-4-oxo-chromen-8-yl]ethyl]amino]benzoic acid tert-butyl ester